C(C)(C)(C)OC(=O)N1CC(C1)C(=O)O 1-[(tertbutoxy)carbonyl]azetidine-3-carboxylic acid